N-(azetidin-3-yl)-2-oxo-1-[cis-4-[(3-methoxy-4-methylphenyl)carbamoyl]cyclohexyl]-2,3-dihydro-1H-1,3-benzodiazole-4-carboxamide N1CC(C1)NC(=O)C1=CC=CC=2N(C(NC21)=O)[C@@H]2CC[C@@H](CC2)C(NC2=CC(=C(C=C2)C)OC)=O